1-(4-((2-ethyl-4-phenylthiazol-5-yl)oxy)pyridin-2-yl)-N4-(2-(4-methylpiperazin-1-yl)Ethyl)benzene-1,4-diamine C(C)C=1SC(=C(N1)C1=CC=CC=C1)OC1=CC(=NC=C1)C1(CC=C(C=C1)NCCN1CCN(CC1)C)N